6-chloro-5-methoxy-3-(1H-pyrazol-4-yl)-2-(5-(trifluoro-methyl)-4H-1,2,4-triazol-3-yl)-1H-pyrrolo[3,2-b]pyridine ClC=1C=C2C(=NC1OC)C(=C(N2)C2=NN=C(N2)C(F)(F)F)C=2C=NNC2